C1(CC1)OC1=NC=C(C(=N1)OC1=CC=CC=C1)C(=O)NC(C=CS(=O)(=O)C)C1CC1 2-cyclopropoxy-N-(1-cyclopropyl-3-(methylsulfonyl)allyl)-4-phenoxypyrimidine-5-carboxamide